FC(C(=O)O)(F)F.FC(C(=O)O)(F)F.FC(C(=O)O)(F)F.COC1=C(CNC(=O)C2CCNCC2)C(=CC(=C1)OC)OC N-(2,4,6-trimethoxybenzyl)piperidine-4-carboxamide Tritrifluoroacetate